4-methyl-3-nitrobenzoyl chloride CC1=C(C=C(C(=O)Cl)C=C1)[N+](=O)[O-]